1-(4-(4,4-dimethylpiperidin-1-yl)phenyl)-5,7-difluoro-6-hydroxy-1H-indazol-3(2H)-one CC1(CCN(CC1)C1=CC=C(C=C1)N1NC(C2=CC(=C(C(=C12)F)O)F)=O)C